CN(C(OC(C)(C)C)=O)N1CCNCC1 tert-butyl methyl(piperazin-1-yl)carbamate